NC=1C=CC(=C(C(=O)OC)C1)C=1C=NN(C1)CCOC Methyl 5-amino-2-[1-(2-methoxyethyl)-1H-pyrazol-4-yl]benzoate